2-(4-(2-(2,6-dioxopiperidin-3-yl)-6-Fluoro-1,3-dioxoisoindol-5-yl)piperazin-1-yl)acetic acid O=C1NC(CCC1N1C(C2=CC(=C(C=C2C1=O)N1CCN(CC1)CC(=O)O)F)=O)=O